8-(5-bromo-4-(4-cyano-3-fluorophenyl)furan-2-carbonyl)-8-azabicyclo[3.2.1]octane BrC1=C(C=C(O1)C(=O)N1C2CCCC1CC2)C2=CC(=C(C=C2)C#N)F